4-((5-amino-2-chloropyrimidin-4-yl)amino)tetrahydro-2H-pyran-4-carbonitrile NC=1C(=NC(=NC1)Cl)NC1(CCOCC1)C#N